C(CCC)NC(=O)NC1CCC2(CC3(C(N(C=4C3=NC=CC4)COCC[Si](C)(C)C)=O)C2)CC1 1-butyl-3-(2''-oxo-1''-((2-(trimethylsilyl)ethoxy)methyl)-1'',2''-dihydrodispiro[cyclohexane-1,1'-cyclobutane-3',3''-pyrrolo[3,2-b]pyridin]-4-yl)urea